tert-butyl((5-(2-fluorophenyl)-1-((3-(2-(methylamino)-2-oxoethoxy)phenyl)sulfonyl)-1H-pyrrol-3-yl)methyl)(methyl)carbamate C(C)(C)(C)OC(N(C)CC1=CN(C(=C1)C1=C(C=CC=C1)F)S(=O)(=O)C1=CC(=CC=C1)OCC(=O)NC)=O